OC(CC(=O)OCC)(C)C1=C2C=CN(C2=CC=C1)C ethyl 3-hydroxy-3-(1-methyl-1H-indol-4-yl)butanoate